1-(2-methoxypyridin-4-yl)cyclopropan-1-amine COC1=NC=CC(=C1)C1(CC1)N